(S)-quinuclidin-3-yl (5-(3-fluoro-5-methoxyphenyl)-2,2-dimethyl-2,3-dihydro-1H-inden-1-yl)carbamate FC=1C=C(C=C(C1)OC)C=1C=C2CC(C(C2=CC1)NC(O[C@@H]1CN2CCC1CC2)=O)(C)C